(S)-4-(4-(pyridin-4-yl)piperidin-2-yl)benzoate N1=CC=C(C=C1)C1C[C@H](NCC1)C1=CC=C(C(=O)[O-])C=C1